Cl.COC=1C=C2C=C(C=NC2=CC1)N(C1CCNCC1)C 6-methoxy-N-methyl-N-(piperidin-4-yl)quinolin-3-amine hydrochloride